C(CCCCCCCC)C1=C(C=CC=C1)S(=O)(=O)[O-].[Cu+2].C(CCCCCCCC)C1=C(C=CC=C1)S(=O)(=O)[O-] copper (nonylphenyl)sulphonate